2-((6-fluoro-2-methylpyridin-3-yl)oxy)-4-methyl-N-(3-sulfamylphenyl)-5-(trifluoromethyl)nicotinamide FC1=CC=C(C(=N1)C)OC1=C(C(=O)NC2=CC(=CC=C2)S(N)(=O)=O)C(=C(C=N1)C(F)(F)F)C